4-[[[1-[2-hydroxy-4-(trifluoromethyl)phenyl]pyrido[3,4-d]pyridazin-4-yl]amino]methyl]tetrahydropyran-4-ol OC1=C(C=CC(=C1)C(F)(F)F)C1=C2C(=C(N=N1)NCC1(CCOCC1)O)C=NC=C2